tris(4-methyl-2-tert-butylphenyl) phosphite P(OC1=C(C=C(C=C1)C)C(C)(C)C)(OC1=C(C=C(C=C1)C)C(C)(C)C)OC1=C(C=C(C=C1)C)C(C)(C)C